5-((5-chloro-4-((3aR,6aS)-5-(cyclopropylcarbonyl)-3a,6a-dimethylhexahydropyrrolo[3,4-c]pyrrol-2(1H)-yl)pyrimidin-2-yl)amino)-N-methylpyridine-2-carboxamide ClC=1C(=NC(=NC1)NC=1C=CC(=NC1)C(=O)NC)N1C[C@]2(CN(C[C@]2(C1)C)C(=O)C1CC1)C